CN1CCC(CC1)NC(=NC(=O)C1CCC1)NC1=NC2=CC=CC=C2C(=N1)C N-(((1-methylpiperidin-4-yl)amino)((4-methylquinazolin-2-yl)amino)methylene)cyclobutanecarboxamide